C1(CC1)C(CNC(=O)C=1C=C2C=C(N=NC2=C(C1)OC1CC1)C)(O)C1=NC(=C(C(=C1)C(C)(C)O)F)C1=CC=C(C=C1)F (-)-N-{2-cyclopropyl-2-[5-fluoro-6-(4-fluorophenyl)-4-(2-hydroxyprop-2-yl)pyridin-2-yl]-2-hydroxyEthyl}-8-(cyclopropyloxy)-3-methylcinnoline-6-carboxamide